C(C1=CC=CC=C1)(=O)ON=C(C(=O)C1=CC=C(C=C1)SC1=CC=CC=C1)CCCCCC N-benzoyloxy-1-(4-phenylmercaptophenyl)octane-1-one-2-imine